FC(C(=O)NC(C(=O)O)C1(CC1)C(F)(F)F)(F)F 2-[(2,2,2-trifluoroacetyl)amino]-2-[1-(trifluoromethyl)cyclopropyl]acetic acid